CC1=C(C(=C(C(=C1O)OC)OC)O)C/C=C(\\C)/CC/C=C(\\C)/CC/C=C(\\C)/CC/C=C(\\C)/CC/C=C(\\C)/CC/C=C(\\C)/CC/C=C(\\C)/CC/C=C(\\C)/CC/C=C(\\C)/CCC=C(C)C The molecule is a ubiquinol in which the polyprenyl substituent is decaprenyl. It has a role as a metabolite and a biomarker. It is a polyprenylhydroquinone and an ubiquinol.